5-(2-(2-(Benzyloxy)phenyl)-1H-pyrrolo[2,3-b]pyridin-4-yl)-1H-indazol-3-amine C(C1=CC=CC=C1)OC1=C(C=CC=C1)C1=CC=2C(=NC=CC2C=2C=C3C(=NNC3=CC2)N)N1